plutonium(IV) dioxide [O-2].[O-2].[Pu+4]